N1=NC=C2NC3=C(N21)C=CC=C3 Triazolo[1,5-a]Benzimidazole